lithium 4-methyl-4-cyclohexene-1,2-diformate CC=1CC(C(CC1)C(=O)[O-])C(=O)[O-].[Li+].[Li+]